4'-((5-((2H-tetrazol-5-yl)methyl)-2H-tetrazol-2-yl)methyl)-[1,1'-biphenyl] N=1NN=NC1CC=1N=NN(N1)CC1=CC=C(C=C1)C1=CC=CC=C1